2-(4-(chloromethyl)-2-((4-methoxybenzyl)oxy)phenyl)-1-isopropyl-4-(trifluoromethyl)-1H-imidazole ClCC1=CC(=C(C=C1)C=1N(C=C(N1)C(F)(F)F)C(C)C)OCC1=CC=C(C=C1)OC